C(C)N1CCN(CC1)C1=NC(=CC(=N1)C(=O)N)NC1COC1 4-ethylpiperazin-1-yl-6-(oxetan-3-ylamino)pyrimidine-4-carboxamide